C(C)(CC)[Sn]=O sec-butyl-tin oxide